(1S,2R)-6-Chloro-2,3-dihydro-1H-inden-1,2-diyl-dicarbamat ClC1=CC=C2C[C@H]([C@H](C2=C1)NC([O-])=O)NC([O-])=O